CC1(OB(OC1(C)C)C=1C=NN(C1)CCCCCC(=O)OC(C)(C)C)C tert-butyl 6-[4-(4,4,5,5-tetramethyl-1,3,2-dioxaborolan-2-yl)-1H-pyrazol-1-yl]hexanoate